3-[2-(2-chloro-6-fluorophenyl)ethyl]-4-(cyclohexylmethyl)-1,2,4-oxadiazol-5(4H)-one ClC1=C(C(=CC=C1)F)CCC1=NOC(N1CC1CCCCC1)=O